ClC1=C(C=C(C=C1OCC1(CC1)C(F)(F)F)F)C(=O)N1C(C=2C(CC1)=C(N(N2)C)C2=CC(=CC(=C2)F)F)C [2-Chloro-5-fluoro-3-[[1-(trifluoromethyl)cyclopropyl]methoxy]phenyl]-[3-(3,5-difluorophenyl)-2,7-dimethyl-5,7-dihydro-4H-pyrazolo[3,4-c]pyridin-6-yl]methanone